N1(CCC1)CC1(CC1)NC(C(C1=CC(=CC=C1)F)(F)F)=O N-(1-(azetidin-1-ylmethyl)cyclopropyl)-2,2-difluoro-2-(3-fluorophenyl)acetamide